2-chloro-5-[[5-[chloro(difluoro)methyl]-5-(3,5-dichlorophenyl)-4H-isoxazol-3-yl]amino]-N-(2,4-difluorophenyl)benzamide ClC1=C(C(=O)NC2=C(C=C(C=C2)F)F)C=C(C=C1)NC1=NOC(C1)(C1=CC(=CC(=C1)Cl)Cl)C(F)(F)Cl